FC1=C(C(=O)N[C@@H](C(=O)N2CCC3(C(C(N(C3=O)C)=O)C3=CC=CC=C3)CC2)C(C)C)C=C(C=C1)C 2-fluoro-5-methyl-N-((2R)-3-methyl-1-(2-methyl-1,3-dioxo-4-phenyl-2,8-diazaspiro[4.5]decan-8-yl)-1-oxobutan-2-yl)benzamide